FC1=C(C=C(C=C1)[N+](=O)[O-])N(C1=NC(=NC=C1C1=CC=C(C=C1)C(F)(F)F)NC=1C=NN(C1)C)C N4-(2-fluoro-5-nitrophenyl)-N4-methyl-N2-(1-methyl-1H-pyrazol-4-yl)-5-[4-(trifluoromethyl)phenyl]pyrimidine-2,4-diamine